FC=1C=C(C=C(C1)OCC(C)C)C1=CC=C(C(=N1)N1C(C[C@@H](C1)C)(C)C)C(=O)NS(=O)(=O)C1=NC(=CC(=C1)C)OC 6-(3-Fluoro-5-isobutoxyphenyl)-N-[(6-methoxy-4-methyl-2-pyridyl)sulfonyl]-2-[(4S)-2,2,4-trimethylpyrrolidin-1-yl]pyridin-3-carboxamid